6-ethynyl-N-(4-fluoro-3-methoxybenzyl)-2-methylpyrimidine-4-carboxamide C(#C)C1=CC(=NC(=N1)C)C(=O)NCC1=CC(=C(C=C1)F)OC